methyl 3-iodo-4-(((1-methyl-1H-pyrazol-3-yl)methyl)sulfonyl)benzoate IC=1C=C(C(=O)OC)C=CC1S(=O)(=O)CC1=NN(C=C1)C